7-methyl-2-(2-pyrimidin-2-ylpyrimidin-5-yl)-3,4-dihydro-1H-isoquinoline CC1=CC=C2CCN(CC2=C1)C=1C=NC(=NC1)C1=NC=CC=N1